2-Amino-4-(3-(3-((dimethylamino)methyl)-2-methylpyrrolidin-1-yl)-5-fluoro-7,9-dihydrofuro[3,4-f]quinazolin-6-yl)-7-fluorothieno[3,2-c]pyridine-3-carbonitrile NC1=C(C=2C(=NC=C(C2S1)F)C=1C2=C(C=3C=NC(=NC3C1F)N1C(C(CC1)CN(C)C)C)COC2)C#N